methyl N-[4-[6-[(2-methoxy-4-pyridyl)-methyl-carbamoyl]imidazo[1,2-a]pyridin-3-yl]phenyl]carbamate COC1=NC=CC(=C1)N(C(=O)C=1C=CC=2N(C1)C(=CN2)C2=CC=C(C=C2)NC(OC)=O)C